BrC=1C=C2C=NN(C2=C(C1)C)C1OCCCC1 5-bromo-7-methyl-1-tetrahydropyran-2-yl-indazole